The molecule is an N-acyl-4-hydroxy-15-methylhexadecasphinganine-1-phosphocholine in which the acyl group has 17 carbons and 0 double bonds. It derives from a 15-methylhexadecaphytosphingosine. CCCCCCCCCCCCCCCCC(=O)N[C@@H](COP(=O)([O-])OCC[N+](C)(C)C)[C@@H]([C@@H](CCCCCCCCCCC(C)C)O)O